p-trifluoromethyl-phenylurea FC(C1=CC=C(C=C1)NC(=O)N)(F)F